ClC=1N=CC2=CC(=NC=C2C1)C1=C(C(=CC(=C1F)OC)OC)Cl 3-chloro-7-(2-chloro-6-fluoro-3,5-dimethoxyphenyl)-2,6-naphthyridine